2-(tert-butyl) 3-ethyl (1S,5S)-5-(2,2,2-trifluoroethyl)-2-azabicyclo[3.1.0]hexane-2,3-dicarboxylate FC(C[C@@]12CC(N([C@H]2C1)C(=O)OC(C)(C)C)C(=O)OCC)(F)F